1-(3-(3-(azetidin-1-yl)-5-methyl-8,9-dihydropyrido[3',2':4,5]pyrrolo[1,2-a]pyrazin-7(6H)-yl)-3-oxopropoxy)propan N1(CCC1)C1=CC=2C(=C3N(CCN(C3)C(CCOCCC)=O)C2N=C1)C